methyl (1S,2S,3R)-3-[(4-chlorophenyl)methyl]-2-hydroxy-1-methyl-2-(1H-1,2,4-triazol-1-ylmethyl)cyclopentanecarboxylate ClC1=CC=C(C=C1)C[C@@H]1[C@]([C@](CC1)(C(=O)OC)C)(CN1N=CN=C1)O